N[C@@H](CC(=O)OCC)C ethyl (R)-3-aminobutyrate